(S)-N-(1-((1-cyanocyclopropyl)amino)-4-methyl-1-oxopentan-2-yl)-8-(4-methylpiperazin-1-yl)dibenzo[b,d]furan-3-carboxamide C(#N)C1(CC1)NC([C@H](CC(C)C)NC(=O)C=1C=CC2=C(OC3=C2C=C(C=C3)N3CCN(CC3)C)C1)=O